di(eicosyl) ether C(CCCCCCCCCCCCCCCCCCC)OCCCCCCCCCCCCCCCCCCCC